(N-[4-amino-5-(6-bromopyridine-3-carbonyl)thiazol-2-yl]-4-fluoro-anilino)propanamide NC=1N=C(SC1C(=O)C=1C=NC(=CC1)Br)N(C1=CC=C(C=C1)F)C(C(=O)N)C